C(C)(C)(C)OC(CN1CCN(CCN(CCN(CC1)CC(OC(C)(C)C)=O)CC(OC(C)(C)C)=O)CC1=NC(=NO1)C12CCC(CC1)(CC2)C(=O)O)=O 4-(5-((4,7,10-tris(2-(tert-butoxy)-2-oxoethyl)-1,4,7,10-tetraazacyclododecan-1-yl)methyl)-1,2,4-oxadiazol-3-yl)bicyclo[2.2.2]octane-1-carboxylic acid